NC1=C(C(=NC=2N1N=C(C2CC)C)NCCC2=NN(C=C2)C2C(CC2)CO)C#N (+)-7-amino-3-ethyl-5-((2-(1-(2-(hydroxymethyl)cyclobutyl)-1H-pyrazol-3-yl)ethyl)amino)-2-methylpyrazolo[1,5-a]pyrimidine-6-carbonitrile